5-fluoro-N-[4'-(3-hydroxy-3-methylbut-1-yn-1-yl)biphenyl-2-yl]-1,3-dimethyl-1H-pyrazol-4-carboxamide FC1=C(C(=NN1C)C)C(=O)NC1=C(C=CC=C1)C1=CC=C(C=C1)C#CC(C)(C)O